FC1=CC=C(C=C1)[C@@H]1N(CCC2=CC=C(C=C12)C(=O)OC)C(N[C@@H]1CN2CCC1CC2)=O (S)-methyl 1-(4-fluorophenyl)-2-(((S)-quinuclidin-3-yl) carbamoyl)-1,2,3,4-tetrahydroisoquinoline-7-carboxylate